C(C)N1C=C(C(C2=CC=CC(=C12)F)=O)S(=O)(=O)N1CCC2(C[C@H](CO2)N(C(OC(C)(C)C)=O)C[C@@H](COC2=CC(=CC=C2)S(=O)(=O)C(C)C)O)CC1 tert-butyl ((R)-8-((1-ethyl-8-fluoro-4-oxo-1,4-dihydroquinolin-3-yl)sulfonyl)-1-oxa-8-azaspiro[4.5]decan-3-yl)((S)-2-hydroxy-3-(3-(isopropylsulfonyl)phenoxy)propyl)carbamate